FC(C12CC(C1)(C2)CCS(=O)(=O)O)(F)F.BrC=2C=C(C=C(C2)[N+](=O)[O-])OC 3-Bromo-5-nitroanisole [3-(trifluoromethyl)bicyclo[1.1.1]pentan-1-yl]methyl-methanesulfonate